NC1=C(C=C(C=C1Br)C1=CC(=C(C(=C1)Br)N)Br)Br diamino-3,3',5,5'-tetrabromobiphenyl